(S)-1-(2-(1H-indol-3-yl)ethyl)-6,7-dimethoxy-2-(2-(methylsulfonyl)ethyl)-1,2,3,4-tetrahydroisoquinoline N1C=C(C2=CC=CC=C12)CC[C@@H]1N(CCC2=CC(=C(C=C12)OC)OC)CCS(=O)(=O)C